2-Methyl-2,7-diazaspiro[4.5]decane-3,6,8-trione CN1CC2(CC1=O)C(NC(CC2)=O)=O